[(3R)-1,1-dioxo-2,3-dihydrothiophen-3-yl]-2-oxo-8-(2-oxo-1H-quinolin-3-yl)-1H-quinoline-3-carboxamide O=S1(C[C@@H](C=C1)N1C(C(=CC2=CC=CC(=C12)C=1C(NC2=CC=CC=C2C1)=O)C(=O)N)=O)=O